COC=1C(=NC=C(C(=O)N)C1)OC 5,6-dimethoxynicotinamide